(R)-2-(4-(3-(5-amino-9-fluoro-7-methoxy-[1,2,4]triazolo[1,5-c]quinazolin-2-yl)piperidin-1-yl)-1H-pyrazol-1-yl)-2-methylpropan-1-ol NC1=NC=2C(=CC(=CC2C=2N1N=C(N2)[C@H]2CN(CCC2)C=2C=NN(C2)C(CO)(C)C)F)OC